C1=C(C=CC=2OC3=C(C21)C=CC=C3)C3=C2C=C(C(=CC2=CC2=C3C(OC2)=O)OC)OC 9-(dibenzo[b,d]furan-2-yl)-6,7-dimethoxynaphtho[2,3-c]furan-1(3H)-one